FC1=C(CC=2C=C3C(=NNC3=CC2)\C=C\C2=NC=CC=C2)C(=CC=C1)F (E)-5-(2,6-difluorobenzyl)-3-(2-(pyridin-2-yl)vinyl)-1H-indazole